C(C)(C)(C)OC(=O)NC=1C(=C(C=C2C=C(N=CC12)NC(=O)OC1CN(C(C1)=O)CC)C1=C(C2=C(OCCN2C(=O)OC(C)(C)C)N=C1)C)F tert-Butyl 7-[8-(tert-butoxycarbonyl amino)-3-[(1-ethyl-5-oxo-pyrrolidin-3-yl)oxycarbonylamino]-7-fluoro-6-isoquinolyl]-8-methyl-2,3-dihydropyrido[2,3-b][1,4]oxazine-1-carboxylate